di(4-tert-butylcyclohexyl) peroxydicarbonate C(=O)(OC1CCC(CC1)C(C)(C)C)OOC(=O)OC1CCC(CC1)C(C)(C)C